C(N)(OC(C(F)(F)F)(C(F)(F)F)[C@]1(CN(CC1)C(C)(C)C=1C=NC(=CC1)C)CCC=1SC(=CC1)F)=O |o1:12| (R or S)-1,1,1,3,3,3-hexafluoro-2-(3-(2-(5-fluorothiophen-2-yl)ethyl)-1-(2-(6-methylpyridin-3-yl)propan-2-yl)pyrrolidin-3-yl)propan-2-yl carbamate